1,2-Benzisothiazol-3(2H)One S1NC(C2=C1C=CC=C2)=O